(7S)-7-methyl-5-oxa-8-azaspiro[2.6]nonane C[C@H]1COCC2(CC2)CN1